(S)-2-((5-(5-chloro-4-(((3-fluorotetrahydro-2H-pyran-3-yl)methyl)amino)-6-oxopyridazin-1(6H)-yl)pyridin-2-yl)oxy)-4-cyclopropylbenzonitrile ClC1=C(C=NN(C1=O)C=1C=CC(=NC1)OC1=C(C#N)C=CC(=C1)C1CC1)NC[C@@]1(COCCC1)F